4-(4-((1R,5S)-3,8-Diazabicyclo[3.2.1]octan-8-yl)-8-fluoro-2-(((2R,7aS)-2-fluorotetrahydro-1H-pyrrolizin-7a(5H)-yl)methoxy)quinazolin-7-yl)naphthalen-2-ol [C@H]12CNC[C@H](CC1)N2C2=NC(=NC1=C(C(=CC=C21)C2=CC(=CC1=CC=CC=C21)O)F)OC[C@]21CCCN1C[C@@H](C2)F